S(=O)(=O)(O)CC=1N(C=CN1)CC#N sulfomethylimidazole-1-Acetonitrile